5-chloro-N2-(3,3-dimethyl-4-(4-(4-methylpiperazin-1-yl)piperidin-1-yl)-2,3-dihydrobenzofuran-7-yl)-N4-(1-(methylsulfonyl)indolin-7-yl)pyrimidine-2,4-diamine ClC=1C(=NC(=NC1)NC1=CC=C(C=2C(COC21)(C)C)N2CCC(CC2)N2CCN(CC2)C)NC=2C=CC=C1CCN(C21)S(=O)(=O)C